butyl 1-(3-bromo-5-nitrophenyl)hydrazine-1-carboxylate BrC=1C=C(C=C(C1)[N+](=O)[O-])N(N)C(=O)OCCCC